CS(=O)(=NC1=NC=C(C=N1)C1=NOC(=N1)C(F)(F)F)C1=NC=CC=C1 methyl(pyridin-2-yl)((5-(5-(trifluoromethyl)-1,2,4-oxadiazol-3-yl)pyrimidin-2-yl)imino)-λ6-sulfanone